(3Z)-6,6-dioctyloxy-3-hexen-1-ol C(CCCCCCC)OC(C\C=C/CCO)OCCCCCCCC